carbohydrazide NNC(=O)NN